Cl.C1(=CC=CC=C1)C1CNCC12CCC2 8-Phenyl-6-azaspiro[3.4]octane hydrochloride